benzyl 3-[(2Z)-4-bromobut-2-en-1-yl]-4-[[(tert-butoxy) carbonyl] amino]-3-hydroxypyrrolidine-1-carboxylate BrC\C=C/CC1(CN(CC1NC(=O)OC(C)(C)C)C(=O)OCC1=CC=CC=C1)O